ClC1=CC(=C(C=C1)C1COC2=C(O1)C=CC=C2)F 2-(4-Chloro-2-fluorophenyl)-2,3-dihydrobenzo[b][1,4]dioxin